FC1(C2(CCCC(CC1)C2)C)C fluorodimethylbicyclo[3.3.1]nonane